CC1=C(C=CC(=C1)N1CC(OC(C1)(C)C)(C)C)NC1CC2(C1)CC(C2)N N2-(2-methyl-4-(2,2,6,6-tetramethylmorpholino)phenyl)spiro[3.3]heptane-2,6-diamine